tert-butyl N-[4-[(2-amino-3-nitro-4-pyridyl)oxy]-2-ethylsulfanyl-phenyl]carbamate NC1=NC=CC(=C1[N+](=O)[O-])OC1=CC(=C(C=C1)NC(OC(C)(C)C)=O)SCC